[C-]#N.C(CCCCCCCCC)[NH+]1C(=CC=C1)C 1-decyl-2-methylpyrrolium cyanide